1-(4-((6-chloropyrimidin-4-yl)amino)piperidin-1-yl)ethanone ClC1=CC(=NC=N1)NC1CCN(CC1)C(C)=O